ClC1=C(C=C2C(=C(N(C2=C1F)C)C1=NNC(=N1)N(CCO)C)N1C=NC=C1)OC 2-((3-(6-chloro-7-fluoro-3-(1H-imidazol-1-yl)-5-methoxy-1-methyl-1H-indol-2-yl)-1H-1,2,4-triazol-5-yl)(methyl)amino)ethan-1-ol